4-(((R)-1-(3-(difluoromethyl)-2-fluorophenyl)ethyl)amino)-8-methyl-6-((S)-1-(oxetan-3-ylimino)-1-oxido-1,2,3,6-tetrahydro-1λ6-thiopyran-4-yl)pyrido[2,3-d]pyrimidin-7(8H)-one FC(C=1C(=C(C=CC1)[C@@H](C)NC=1C2=C(N=CN1)N(C(C(=C2)C=2CC[S@@](CC2)(=O)=NC2COC2)=O)C)F)F